C(C)(C)(C)OC(=O)N1C[C@H](OCC2(CCO2)C1)C(=O)O (7S)-9-(tert-butoxycarbonyl)-1,6-dioxa-9-azaspiro[3.6]decane-7-carboxylic acid